COC1=NC(=NC(=C1)OC)N1CCC2(C[C@H](CO2)NC[C@@H](COC=2C=C(C=CC2)S(=O)(=O)NC)O)CC1 3-((S)-3-((R)-8-(4,6-dimethoxypyrimidin-2-yl)-1-oxa-8-azaspiro[4.5]decan-3-ylamino)-2-hydroxypropoxy)-N-methylbenzenesulfonamide